CN(C1=CC=C(CN2C[C@@H]3[C@H]4C(N[C@]([C@@H]([C@H]42)CC(C)C)(C3)C(=O)NCC3=CC=C(C=C3)O)=O)C=C1)C |o1:9,10,13,14,15| (3S*,3aR*,6S*,7R*,7aR*)-1-(4-(dimethylamino)benzyl)-N-(4-hydroxybenzyl)-7-isobutyl-4-oxooctahydro-6H-3,6-methanopyrrolo[3,2-c]pyridine-6-carboxamide